C(C)(C)(C)OC(NC1=CC=CC2=C1N=C1N2CCCC1C)=O (4-methyl-1,2,3,4-tetrahydrobenzo[4,5]imidazo[1,2-a]pyridin-6-yl)carbamic acid tert-butyl ester